3-(piperazin-1-ylmethyl)pentan-3-ol ethyl-2-{4,10-bis(2-tert-butoxy-2-oxoethyl)-7-[1-ethoxy-3-(4-ethoxyphenyl)-1-oxopropan-2-yl]-1,4,7,10-tetraazacyclododecan-1-yl}pentanoate C(C)C(C(=O)OC(CC)(CC)CN1CCNCC1)(CCC)N1CCN(CCN(CCN(CC1)CC(OC(C)(C)C)=O)C(C(=O)OCC)CC1=CC=C(C=C1)OCC)CC(=O)OC(C)(C)C